(s)-2,2'-dimethyl-1,1'-binaphthalene CC1=C(C2=CC=CC=C2C=C1)C1=C(C=CC2=CC=CC=C12)C